NC1CCN(CC1)S(=O)(=O)N 4-aminopiperidine-1-sulfonamide